C(C)(C)N1C(=NN=C1)C1=CC=CC(=N1)NC(=O)C1=CC2=C(NC1=O)N(N=C2C(F)(F)F)C N-(6-(4-isopropyl-4H-1,2,4-triazol-3-yl)pyridin-2-yl)-1-methyl-6-oxo-3-(trifluoromethyl)-6,7-dihydro-1H-pyrazolo[3,4-b]pyridine-5-carboxamide